L-Alaninol N[C@@H](C)CO